C(C)(C)(C)OC(N[C@H](C(C(=C)C)=O)CC(C)C)=O (S)-(2,6-dimethyl-3-oxohept-1-en-4-yl)carbamic acid tert-butyl ester